(3R)-N-[4-(3-Cyanophenyl)-5-(2,6-dimethyl-4-pyridyl)thiazol-2-yl]-3-methylmorpholin-4-carboxamid C(#N)C=1C=C(C=CC1)C=1N=C(SC1C1=CC(=NC(=C1)C)C)NC(=O)N1[C@@H](COCC1)C